2,3-diethyl-1-pentene C(C)C(=C)C(CC)CC